ClC1=C(C=CC(=C1)CN(C(OC(C)(C)C)=O)CCC(NCCC=O)=O)C1=CC=CC=C1 tert-butyl ((2-chloro-[1,1'-biphenyl]-4-yl)methyl)(3-oxo-3-((3-oxopropyl)amino)propyl)carbamate